2-Chloro-5-((4-(2-(4-chlorophenyl)-7-fluoroimidazo[1,2-a]pyridin-3-yl)-1H-1,2,3-triazol-1-yl)methyl)benzamid ClC1=C(C(=O)N)C=C(C=C1)CN1N=NC(=C1)C1=C(N=C2N1C=CC(=C2)F)C2=CC=C(C=C2)Cl